Cl.Cl.CN(NC)C1=CC2=C(N=C(S2)C)C=C1 6-(1,2-Dimethylhydrazino)-2-methylbenzo[d]thiazole dihydrochloride